FC(C(=O)O)(F)F.N1=CC=C(C=C1)S(=O)(=O)N pyridine-4-sulfonamide trifluoroacetate